tri(4-hydroxylphenyl)sulfonium tert-butyl(3-bromo-5-chloro-2-(1-hydroxyethyl)furo[3,2-b]pyridin-7-yl)(thiophen-2-ylmethyl)carbamate C(C)(C)(C)OC(N(CC=1SC=CC1)C1=C2C(=NC(=C1)Cl)C(=C(O2)C(C)O)Br)=O.OC2=CC=C(C=C2)[S+](C2=CC=C(C=C2)O)C2=CC=C(C=C2)O